O1C=CC2=C1C(=CC=C2)O[C@@H](CCN)C=2SC=CC2 (S)-3-(benzofuran-7-yloxy)-3-(thiophen-2-yl)propan-1-amine